(((((2S,3S,4R,5R)-5-(6-chloro-4-(((R)-2,3-dihydro-1H-inden-1-yl)amino)-1H-pyrazolo[3,4-d]pyrimidin-1-yl)-3,4-dihydroxytetrahydrofuran-2-yl)methyl)sulfonyl)methyl)phosphonic acid ClC1=NC(=C2C(=N1)N(N=C2)[C@H]2[C@@H]([C@@H]([C@H](O2)CS(=O)(=O)CP(O)(O)=O)O)O)N[C@@H]2CCC1=CC=CC=C21